N[C@@H](C(=O)O)CCC(=O)OCC1=CC=CC=C1 (R)-2-amino-5-(benzyloxy)-5-oxopentanoic acid